CNC(C1=CC=C(C=C1)NC1=C(N=C2N1C=CN=C2)C2=CC=CC=C2)=O N-methyl-4-[(2-phenyl-imidazo[1,2-a]pyrazin-3-yl)amino]benzamide